CN(C1CCN(CC1)S(=O)(=O)C=1C=C(C(=O)O)C=CC1)C 3-((4-(dimethylamino)piperidin-1-yl)sulfonyl)benzoic acid